1-(2-ethoxy-5-(4-(3-hydroxypropyl)piperazin-1-ylsulfonyl)benzamido)-4-formyl-3-methyl-5-propyl-1H-pyrrole C(C)OC1=C(C(=O)NN2C=C(C(=C2CCC)C=O)C)C=C(C=C1)S(=O)(=O)N1CCN(CC1)CCCO